C(C)(=O)NC1=C(C=CC(=C1NC(C)=O)C=1C=CC=C2C=CC=C(C12)C1=CC=C(C(=O)N[C@H](C)C2=CC=CC=C2)C=C1)C=1C=CC=C2C=CC=C(C12)C1=CC=C(C(=O)N[C@H](C)C2=CC=CC=C2)C=C1 4,4'-((2,3-diacetamido-1,4-phenylene)bis(naphthalene-8,1-diyl))bis(N-((R)-1-phenylethyl)benzamide)